C([O-])([O-])=O.[Al+3].[Fe+2] iron aluminum carbonAt